[Ca+2].[Se](=O)(=O)([O-])[O-].[Cs+] cesium selenate, calcium salt